CN([C@H](CN1C(C2=CC=CC=C2C1=O)=O)CC=1C=C2C(=CN1)N(N=C2)S(=O)(=O)C2=CC=CC=C2)C (S)-2-(2-(dimethylamino)-3-(1-(phenylsulfonyl)-1H-pyrazolo[3,4-c]pyridin-5-yl)propyl)isoindoline-1,3-dione